N-[3-chloro-1-(pyridin-3-yl)-1H-pyrazol-4-yl]-N-ethyl-3-(3,3,3-trifluoropropanesulphinyl)propanamide ClC1=NN(C=C1N(C(CCS(=O)CCC(F)(F)F)=O)CC)C=1C=NC=CC1